C(C)(C)(C)OC(=O)N1CC=CCC1 pyridine-1(5H)carboxylic acid tert-butyl ester